CN methan-amine